FC1CC(N(C1)C(CN1N=CN=C1)=O)C(=O)NC(C1=CC=C(C=C1)C(C)C)C1=CC=CC=C1 4-fluoro-N-{phenyl[4-(propan-2-yl)phenyl]methyl}-1-[2-(1H-1,2,4-triazol-1-yl)acetyl]pyrrolidine-2-carboxamide